C(C1CO1)OCCC[Si](OCC)(OCC)OCC gamma-(2,3-epoxypropoxy)-propyltriethoxysilane